BrC1=CC2=C(C(=CC=3C(C=4C=C(C=CC4C23)C2=CC=CC=C2)(CCC)CCC)O)C=C1 2-bromo-9-phenyl-7,7-dipropyl-7H-benzo[c]fluoren-5-ol